{3-[(3S,4S)-4-amino-3-methyl-2-oxa-8-azaspiro[4.5]dec-8-yl]-5-methyl-6-(2-methyl-1,3-benzoxazol-6-yl)pyrazin-2-yl}methanol norbornenyl-2-methyloctanate C12(C=CC(CC1)C2)C(C(=O)OCC2=NC(=C(N=C2N2CCC1([C@@H]([C@@H](OC1)C)N)CC2)C)C2=CC1=C(N=C(O1)C)C=C2)(CCCCCC)C